ClCC1=NC2=C(N1C[C@H]1OCC1)C=C(C=C2)C(=O)OC methyl 2-(chloromethyl)-1-[(2S)-oxetan-2-ylmethyl]-1H-benzimidazole-6-carboxylate